ClC1=C(C(=CC=C1)C)C=1OC=2N=C(N=CC2N1)N1CCC2(CC1)[C@@H](C1=CC=CC=C1C2)N (S)-1'-(2-(2-chloro-6-methylphenyl)oxazolo[5,4-d]pyrimidin-5-yl)-1,3-dihydrospiro[inden-2,4'-piperidin]-1-amine